C(N)(=O)C=1N=NC(=CC1NC(=O)N1C[C@](C2=C1C=NC=1N2N=C(C1)Cl)(C(F)(F)F)C)C(F)F (R)-N-(3-carbamoyl-6-(difluoromethyl)pyridazin-4-yl)-2-chloro-8-methyl-8-(trifluoromethyl)-7,8-dihydro-6H-pyrazolo[1,5-a]pyrrolo[2,3-e]pyrimidine-6-carboxamide